tert-butyl (5RS)-2-[(5-chloropyridin-3-yl)methyl]-5-{[(3S)-3-fluoropyrrolidin-1-yl]carbonyl}-3-oxo-2,5,6,8-tetrahydro[1,2,4]triazolo[4,3-a]pyrazine-7(3H)-carboxylate ClC=1C=C(C=NC1)CN1N=C2N([C@H](CN(C2)C(=O)OC(C)(C)C)C(=O)N2C[C@H](CC2)F)C1=O |&1:12|